myristoyl-benzoyl-methane C(CCCCCCCCCCCCC)(=O)CC(C1=CC=CC=C1)=O